4-propyl-4,5-dihydrofuran-2-one C(CC)C1CC(OC1)=O